6-butyl-3,3-dimethyl-5-oxo-2,3,5,6-tetrahydro-pyrrolo[2,3-c]pyridine-1-carboxylic acid tert-butyl ester C(C)(C)(C)OC(=O)N1CC(C=2C1=CN(C(C2)=O)CCCC)(C)C